4-(trifluoromethyl)-2-vinylbenzoic acid methyl ester COC(C1=C(C=C(C=C1)C(F)(F)F)C=C)=O